N1N=CCC1=O pyrazol-5(4H)-one